CN(C(C)(C1=NC=CC=C1)C1=NC=CC=C1)CC1=NC=CC=C1 N-methyl-N-(pyridin-2-yl)methyl-1,1-bis(pyridin-2-yl)-1-aminoethane